2-(2,6-Dichlorophenyl)-9-(6-(methylcarbamoyl)pyridin-3-yl)imidazo[2,1-f][1,6]naphthyridine-3-carboxamide ClC1=C(C(=CC=C1)Cl)C=1N=C2C=3C=C(C=NC3C=CN2C1C(=O)N)C=1C=NC(=CC1)C(NC)=O